1-(4-((4-((3'-amino-4'-fluoro-4-methoxy-[1,1'-biphenyl]-3-yl)amino)-7-methoxy-quinazolin-6-yl)oxy)piperidin-1-yl)prop-2-en-1-one NC=1C=C(C=CC1F)C1=CC(=C(C=C1)OC)NC1=NC=NC2=CC(=C(C=C12)OC1CCN(CC1)C(C=C)=O)OC